C(C)C1N(CCC1)CC#N ethyl-1-pyrrolidineacetonitrile